4-((2,5-dimethyl-4,5-dihydro-[1,2,4]triazolo[1,5-a]quinoxalin-6-yl-4,4-d2)amino)-N-(methyl-d3)pyridazine-3-carboxamide CC1=NN2C(C(N(C3=C(C=CC=C23)NC2=C(N=NC=C2)C(=O)NC([2H])([2H])[2H])C)([2H])[2H])=N1